N,N-diphenyl-[1,1'-biphenyl]-4-amine C1(=CC=CC=C1)N(C1=CC=C(C=C1)C1=CC=CC=C1)C1=CC=CC=C1